ethyl 2-[8-chloro-9-methoxy-5-oxo-2-(propan-2-yl)-5H,10H-benzo[b]1,8-naphthyridin-10-yl]acetate ClC=1C=CC2=C(N(C=3N=C(C=CC3C2=O)C(C)C)CC(=O)OCC)C1OC